FC(OCCN1N=CC(=C1)N)F 1-(2-(difluoromethoxy)ethyl)-1H-pyrazol-4-amine